1-(1,4-diphenyl-2-(m-tolyl)-1H-imidazol-5-yl)ethan-1-one C1(=CC=CC=C1)N1C(=NC(=C1C(C)=O)C1=CC=CC=C1)C=1C=C(C=CC1)C